ClC=1C=CC2=C(C[C@@H](CC=3N2C(=NN3)[C@@H]3CC[C@H](CC3)OC3=NC=CC=C3)N)C1 (5S)-8-Chloro-1-[trans-4-(pyridin-2-yloxy)cyclohexyl]-5,6-dihydro-4H-[1,2,4]triazolo[4,3-a][1]benzazepin-5-amin